OCCCCC=CC(CCOCOCOCCC(CC)C=CCCCCO)CC (3Z)-6-hydroxy-3-hexenylpentyloxymethyl ether